FC=1C=C2C(=C(NC2=CC1)C)CC(=O)N1CCN(CC1)C1=NC=C(C=C1)O 2-(5-Fluoro-2-methyl-1H-indol-3-yl)-1-[4-(5-hydroxy-pyridin-2-yl)-piperazin-1-yl]-ethanone